C1(CC1)C1=CC(=NC=C1)NC(C1=CC(=CC=C1)F)=O N-(4-cyclopropylpyridin-2-yl)-3-fluorobenzamid